BrC1=CC=C(C=C1)C1=NN=CN1C1OCCCC1 3-(4-bromophenyl)-4-(tetrahydro-2H-pyran-2-yl)-4H-1,2,4-triazole